IC=1C=C(C=CC1)N1N=CC=C1 1-(3-iodophenyl)-1H-pyrazole